hexadecyl-fluoromanganese C(CCCCCCCCCCCCCCC)[Mn]F